C(C)N(CC(=O)C1=CNC2=NC=C(C=C21)OC)C 2-(ethyl(methyl)amino)-1-(5-methoxy-1H-pyrrolo[2,3-b]pyridin-3-yl)ethan-1-one